5-[5-[(1R)-1-(3,5-dichloro-4-pyridyl)ethoxy]-6-methoxy-1H-indazol-3-yl]-2-(dimethylamino)pyridine-3-carbonitrile ClC=1C=NC=C(C1[C@@H](C)OC=1C=C2C(=NNC2=CC1OC)C=1C=C(C(=NC1)N(C)C)C#N)Cl